Benzyl ((((2R,3S,4R,5R)-5-(4-aminopyrrolo[2,1-f][1,2,4]triazin-7-yl)-5-cyano-3,4-dihydroxytetrahydrofuran-2-yl)methoxy)(4-(tert-butyl)phenoxy)phosphoryl)-L-alaninate NC1=NC=NN2C1=CC=C2[C@]2([C@@H]([C@@H]([C@H](O2)COP(=O)(OC2=CC=C(C=C2)C(C)(C)C)N[C@@H](C)C(=O)OCC2=CC=CC=C2)O)O)C#N